C(C1=CC=CC=C1)OC=1C(=NC=NC1OCC1=CC=CC=C1)CN1C(CC(C1)C1=CC=C(C=C1)C#CC1=CC=C(C=C1)CN1CCOCC1)=O 1-((5,6-bis(benzyloxy)pyrimidin-4-yl)methyl)-4-(4-((4-(morpholinomethyl)phenyl)ethynyl)phenyl)pyrrolidine-2-one